C(=O)(OCC1=CC=CC=C1)N1C[C@H](C(CC1)=C=O)F (S)-N-Cbz-3-fluoro-4-carbonylpiperidine